phenyl-2-(4-phenyl-1H-1,2,3-triazol-1-yl)ethanol C1(=CC=CC=C1)C(CN1N=NC(=C1)C1=CC=CC=C1)O